C(C)(C)(C)C1=NN(C(=C1)NC(=O)NC1=CC(=C(C=C1)OC1=CC(=NC=C1)C(NC)=O)F)C=1C=C2CCNCC2=CC1 1-(3-tert-butyl-1-(1,2,3,4-tetrahydroisoquinolin-6-yl)-1H-pyrazol-5-yl)-3-(3-fluoro-4-(2-(methylcarbamoyl)pyridin-4-yloxy)phenyl)urea